C(C1=CC=CC=C1)OCCOCCN1N=CC(=C1)C(=O)OC methyl 1-(2-(2-(benzyloxy)ethoxy)ethyl)-1H-pyrazole-4-carboxylate